(1H-benzotriazol-1-yloxy)[tri(pyrrolidin-1-yl)]phosphonium hexafluorophosphate F[P-](F)(F)(F)(F)F.N1(N=NC2=C1C=CC=C2)O[P+](N2CCCC2)(N2CCCC2)N2CCCC2